C(C)(C)(C)OC(C1=C(C=C(C=C1Cl)Br)Cl)=O.FC1(CN(C1)CCOC(C)C)C(=O)NC=1N=CC2=CC=C(C=C2C1)C=1C=NN(C1)C 3-fluoro-1-(2-isopropoxyethyl)-N-(6-(1-methyl-1H-pyrazol-4-yl)isoquinolin-3-yl)azetidine-3-carboxamide tert-butyl-4-bromo-2,6-dichlorobenzoate